BrCCCCCCCCCC(=O)OC\C=C/CCCCCC (Z)-non-2-en-1-yl 10-bromodecanate